[O-][N+]1=CC=CC=2CN(CCC12)C(=O)OC(C)(C)C tert-Butyl 1-oxido-7,8-dihydro-5H-1,6-naphthyridin-1-ium-6-carboxylate